O=C1NC(CC[C@H]1NC(=O)C1=CNC2=CC=CC=C12)=O N-[(3R)-2,6-dioxo-3-piperidyl]-1H-indole-3-carboxamide